4-(((trifluoromethyl)sulfonyl)oxy)-5,6-dihydropyridine-1,3(2H)-dicarboxylic acid 1-(tert-butyl) ester 3-ethyl ester C(C)OC(=O)C=1CN(CCC1OS(=O)(=O)C(F)(F)F)C(=O)OC(C)(C)C